N-(Mesitylsulfonyl)-2-((2-oxo-1,2,3,4-tetrahydroquinolin-6-yl)oxy)acetamide C1(=C(C(=CC(=C1)C)C)S(=O)(=O)NC(COC=1C=C2CCC(NC2=CC1)=O)=O)C